2-(4-Chlorobenzyl)-4,5-diphenylimidazole ClC1=CC=C(CC=2NC(=C(N2)C2=CC=CC=C2)C2=CC=CC=C2)C=C1